C(CCC)C(CO)(C(CCC)O)CC 2-butyl-2-ethyl-1,3-hexanediol